C(=O)(C=C)C1OCCOC1 acryl-dioxane